C(C)OC(CN(C1=C(C=CC=C1C)NC(=O)OC(C)(C)C)S(=O)(=O)C1=C(C=C(C=C1)N1C=NC(=C1)C)C)=O 2-[2-(Tert-Butoxycarbonylamino)-6-methyl-N-[2-methyl-4-(4-methylimidazol-1-yl)phenyl]sulfonyl-anilino]acetic acid ethyl ester